COC=1C(=C2C=CNC2=C(C1)C)CN1C(CC(CC1)CS(NC)(=O)=O)C1=CC=C(C(=O)O)C=C1 4-{1-[(5-methoxy-7-methyl-1H-indol-4-yl)methyl]-4-[(methylsulfamoyl)methyl]piperidin-2-yl}benzoic acid